CC[C@H](C)[C@@H](C(=O)O)NC(=O)[C@H](CC(=O)O)NC(=O)[C@H](CCC(=O)O)N The molecule is a tripeptide composed of L-glutamic acid, L-aspartic acid and L-isoleucine joined in sequence by peptide linkages. It has a role as a metabolite. It derives from a L-glutamic acid, a L-aspartic acid and a L-isoleucine.